1,3-bis(glycidoxy)benzene C(C1CO1)OC1=CC(=CC=C1)OCC1CO1